N-[1-Dimethylamino-meth-(E)-ylidene]-acetamide CN(\C=N\C(C)=O)C